N1-(2-fluorophenyl)-N2-((S)-4-methyl-1-oxo-1-(((S)-3-oxo-1-((S)-2-oxopiperidin-3-yl)-4-(trifluoromethoxy)butan-2-yl)amino)pentan-2-yl)oxalamide FC1=C(C=CC=C1)NC(C(=O)N[C@H](C(N[C@@H](C[C@H]1C(NCCC1)=O)C(COC(F)(F)F)=O)=O)CC(C)C)=O